C(C)(C)C1=C(NC2=CC=C(C=C12)C1CCNCC1)C=1C=C(C(N(C1)C)=O)C=1C=C(C#N)C=CC1 3-(5-(3-isopropyl-5-(piperidin-4-yl)-1H-indol-2-yl)-1-methyl-2-oxo-1,2-dihydropyridin-3-yl)benzonitrile